C1(CC1)COC1=C(C=C(C=C1)C=1C=NN(C1)C)C=1C2=C(C(N(C1)C)=O)NC=C2 4-[2-(cyclopropylmethoxy)-5-(1-methyl-1H-pyrazol-4-yl)phenyl]-6-methyl-1,6-dihydro-7H-pyrrolo[2,3-c]pyridin-7-one